3-((2S,4S)-1-(tert-Butoxycarbonyl)-4-fluoropyrrolidin-2-yl)-1-methyl-1H-pyrazole-5-carboxylic acid ethyl ester C(C)OC(=O)C1=CC(=NN1C)[C@H]1N(C[C@H](C1)F)C(=O)OC(C)(C)C